FC1=C(OC=2C=C(C=C3C=NN(C23)C)C(=O)N)C=CC(=C1)OCCCN1CC(OCC1)CO 7-[2-fluoro-4-[3-[2-(hydroxymethyl)morpholin-4-yl]propoxy]phenoxy]-1-methyl-indazole-5-carboxamide